tert-butyl (endo)-5-((7-chloro-8-fluoro-2-(methylthio)-3-nitro-1,6-naphthyridin-4-yl)amino)-2-azabicyclo[2.1.1]hexane-2-carboxylate Sodium thiomethoxide C[S-].[Na+].ClC1=NC=C2C(=C(C(=NC2=C1F)SC)[N+](=O)[O-])NC1C2CN(C1C2)C(=O)OC(C)(C)C